(R)-2-acetoxy-1,1,2-triphenylethanol C(C)(=O)O[C@@H](C(O)(C1=CC=CC=C1)C1=CC=CC=C1)C1=CC=CC=C1